4-(3'-(morpholinosulfonyl)-[1,1'-biphenyl]-4-yl)-1H-1,2,3-triazole-5-carboxylic acid O1CCN(CC1)S(=O)(=O)C=1C=C(C=CC1)C1=CC=C(C=C1)C=1N=NNC1C(=O)O